6-bromo-8-methyl-1,2,3,4-tetrahydroisoquinoline BrC=1C=C2CCNCC2=C(C1)C